[N+](=O)([O-])OCCCCCC(=O)OC[C@H]1N(CCC1)C1=NC=C(C(=N1)NCC1=CC(=C(C=C1)OC)Cl)C(NCC1=NC=CC=N1)=O [(2S)-1-(4-{[(3-chloro-4-methoxyphenyl)methyl] amino}-5-{[(pyrimidin-2-yl)methyl]carbamoyl} pyrimidin-2-yl)pyrrolidin-2-yl]methyl 6-(nitrooxy)hexanoate